C(C)(C)(C)N1N=CC(=C1)C(=O)NCC(=O)NC=1SC=C(N1)C1=CC(=CC=C1)C#N 1-(tert-butyl)-N-(2-((4-(3-cyanophenyl)thiazol-2-yl)amino)-2-oxoethyl)-1H-pyrazole-4-carboxamide